(S)-N-(4-amino-3,4-dioxo-1-phenylbutan-2-yl)-5-bromo-2-methoxybenzamide NC(C([C@H](CC1=CC=CC=C1)NC(C1=C(C=CC(=C1)Br)OC)=O)=O)=O